C(C)(C)(C)OC(=O)C1OCC(CNC1)C(=O)O [(tert-Butoxy)carbonyl]-1,4-oxazepane-6-carboxylic acid